N-[1-[2-(5-cyano-2-pyridinyl)-1,2,4-triazol-3-yl]ethyl]-2-methyl-5-[(2S)-2-(trifluoromethylsulfonylamino)propoxy]pyridine-3-carboxamide C(#N)C=1C=CC(=NC1)N1N=CN=C1C(C)NC(=O)C=1C(=NC=C(C1)OC[C@H](C)NS(=O)(=O)C(F)(F)F)C